9-chloro-7-(difluoromethyl)-5-(2,6-difluorophenyl)-3-methyl-1-((2-(trimethylsilyl)ethoxy)methyl)-1,6-dihydropyrazolo[4,3-d]pyrido[4,3-f][1,3]diazepine ClC1=CC=2C3=C(N=C(NC2C(=N1)C(F)F)C1=C(C=CC=C1F)F)C(=NN3COCC[Si](C)(C)C)C